[C@H]12CN(C[C@H](CC1)N2)C=2C1=C(N=C(N2)OC([2H])([2H])C23CCCN3CCC2)C(=C(N=C1)C=1C=C(C=C(C1C(F)(F)F)Cl)O)F 3-(4-((1R,5S)-3,8-Diazabicyclo[3.2.1]octan-3-yl)-8-fluoro-2-((tetrahydro-1H-pyrrolizin-7a(5H)-yl)methoxy-d2)pyrido[4,3-d]pyrimidin-7-yl)-5-chloro-4-(trifluoromethyl)phenol